N-cyclopropyl-2-[1-[(2-methylphenyl)methyl]-5-oxopyrrolidin-2-yl]acetamid C1(CC1)NC(CC1N(C(CC1)=O)CC1=C(C=CC=C1)C)=O